2-((3-(4-trifluoromethyl-benzyl)-4-methyl-2-oxo-2H-chromen-7-oxy)ethoxy)-3-(benzenesulfonyl)-1,2,5-oxadiazole 2-oxide FC(C1=CC=C(CC=2C(OC3=CC(=CC=C3C2C)OCCO[N+]2(ON=CC2S(=O)(=O)C2=CC=CC=C2)[O-])=O)C=C1)(F)F